ClC1=CC=C2C(=N1)N(C(=C2)B2OC(C(O2)(C)C)(C)C)CC2CC2 6-chloro-1-(cyclopropylmethyl)-2-(4,4,5,5-tetramethyl-1,3,2-dioxaborolan-2-yl)-1H-pyrrolo[2,3-b]pyridine